C(C1=CC=CC=C1)OC(=O)N(CCN(C(OCC1=CC=CC=C1)=O)[C@@H](CO[Si](C1=CC=CC=C1)(C1=CC=CC=C1)C(C)(C)C)CC#CC)C benzyl N-(2-{[(benzyloxy)carbonyl](methyl)amino}ethyl)-N-[(2R)-1-[(tert-butyldiphenylsilyl)oxy]hex-4-yn-2-yl]carbamate